N1CC(CC1)C1=C(C(=O)O)C=CC=C1 2-pyrrolidin-3-yl-benzoic acid